tert-Butyl 4-[4-[3-cyano-5-[1-[5-(trifluoromethoxy)-3-pyridyl]ethoxy]imidazo[1,2-a]pyridin-7-yl]-5-methyl-triazol-1-yl]piperidine-1-carboxylate C(#N)C1=CN=C2N1C(=CC(=C2)C=2N=NN(C2C)C2CCN(CC2)C(=O)OC(C)(C)C)OC(C)C=2C=NC=C(C2)OC(F)(F)F